NC1=C(SC2=NC(=CC=C21)C)C(=O)NCCC2=CC=C(C=C2)N2C[C@@H](CC2)N (R)-3-amino-N-(4-(3-aminopyrrolidin-1-yl)phenethyl)-6-methylthieno[2,3-b]pyridine-2-carboxamide